hexamethylenediamine dithiocarbamic acid salt C(N)(S)=S.NCCCCCCN